BrC1=CC(=C(C=C1)NC=1C(=C(C=NC1)C=O)C)F 5-[(4-bromo-2-fluorophenyl)amino]-4-methylpyridine-3-carbaldehyde